3-(5-ethyl-2-methoxyphenylsulphonamido)-N-methylbenzo[d]isoxazole-7-carboxamide C(C)C=1C=CC(=C(C1)S(=O)(=O)NC1=NOC2=C1C=CC=C2C(=O)NC)OC